4-chloro-1-(2-(1-(cyclopropanecarbonyl)piperidin-4-yl)ethyl)-N-(3-fluoro-5-(phenylethynyl)pyridin-2-yl)-1H-pyrazole-5-carboxamide ClC=1C=NN(C1C(=O)NC1=NC=C(C=C1F)C#CC1=CC=CC=C1)CCC1CCN(CC1)C(=O)C1CC1